Cl.N[C@@H](CCCNC(N)=N)C(=O)O arginine-HCL